C1(CC1)C1=C(C=CC=C1C=1C=NC=C(C1)F)CC(=O)O [2-cyclopropyl-3-(5-fluoropyridin-3-yl)phenyl]acetic acid